C(C)OCOC1=C(C=CC(=C1)C#C)C1=C(N=C(N=N1)NC1CC(C1)(O)C)C Cis-3-((6-(2-(ethoxymethoxy)-4-ethynylphenyl)-5-methyl-1,2,4-triazin-3-yl)amino)-1-methylcyclobutan-1-ol